BrC1=C(C=C(C=C1)C1N(C[C@H](CC1)C)C(=O)OC(C)(C)C)Cl tert-Butyl (5S)-2-(4-bromo-3-chloro-phenyl)-5-methyl-piperidine-1-carboxylate